C(C)ON=C(C(=O)O)C#N.C(#N)CCN=CC(=O)O cyanoethyliminoacetate (ethyl cyanohydroxyiminoacetate)